(2S,3R,4S,5S,6S)-2-(4-(bromomethyl)-3,5-dimethoxyphenoxy)-6-(methoxycarbonyl)tetrahydro-2H-pyran-3,4,5-triyl triacetate C(C)(=O)O[C@H]1[C@@H](O[C@@H]([C@H]([C@@H]1OC(C)=O)OC(C)=O)C(=O)OC)OC1=CC(=C(C(=C1)OC)CBr)OC